(R and S)-Ethyl 2-(((benzyloxy)carbonyl)amino)-3,3,3-trifluoropropanoate C(C1=CC=CC=C1)OC(=O)N[C@H](C(=O)OCC)C(F)(F)F |r|